N-[(1R)-1-[3-amino-5-(trifluoromethyl)phenyl]ethyl]-7-methoxy-2-methyl-6-[(3S)-oxolan-3-yl]oxoquinazolin-4-amine NC=1C=C(C=C(C1)C(F)(F)F)[C@@H](C)NC1=NC(=NC=2C=C(C(C(C12)=O)[C@H]1COCC1)OC)C